5-methyl-6-(oxazol-2-yl)-2,4-dioxo-1,4-dihydrothieno[2,3-d]pyrimidin CC1=C(SC=2NC(NC(C21)=O)=O)C=2OC=CN2